NC1=C(C=C(C=C1)Cl)C=1N=CN(C(C1)=O)[C@H]1CCC[C@H](C(NC=2C=NN(C2C=2C=CN=C1C2)C(F)F)=O)C (9R,13S)-13-[4-(2-amino-5-chlorophenyl)-6-oxo-1,6-dihydropyrimidin-1-yl]-3-(difluoromethyl)-9-methyl-3,4,7,15-tetraazatricyclo[12.3.1.02,6]Octadecan-1(18),2(6),4,14,16-pentaen-8-one